C(C)C=1C=CC=2N(C3=CC=CC=C3C2C1)CC1=CC=C(C=C1)CP(O)(O)=O ((4-((3-ethyl-9H-carbazol-9-yl)methyl)phenyl)methyl)phosphonic acid